C(C)OCN1C(NC(C(=C1CC1=CC=CC=C1)C(C)C)=O)=O 1-(ethoxy-methyl)-5-(1-methylethyl)-6-(phenylmethyl)-(2,4(1H,3H)-pyrimidinedione)